S(=O)(=O)(O)CCCOC(C=C)=O acrylic (3-sulfopropyl)ester